OC(C(=O)OCCCCCCCC(SC(CCCCCC)CCCCCCCC)=O)CCC(=O)OCCCCCCCC(SC(CCCCCC)CCCCCCCC)=O Bis(8-oxo-8-(pentadecan-7-ylthio)octyl) 2-hydroxypentanedioate